CC=1C=C2C(C(=COC2=C(C1)[N+](=O)[O-])C=O)=O 6-METHYL-8-NITRO-4-OXO-4H-CHROMENE-3-CARBALDEHYDE